C1(CC1)N(C1=C2N=CN(C2=NC=N1)C[C@@H]1[C@H](CN(CC1)CC(=O)N)O)CC1=CC=C(C=C1)C(F)(F)F |o1:14,15| rel-2-((3R,4R)-4-((6-(cyclopropyl(4-(trifluoromethyl)benzyl)amino)-9H-purin-9-yl)methyl)-3-hydroxypiperidin-1-yl)acetamide